COCCC1=NC(=NO1)C=1C=C2CC[C@H](C2=CC1)NC(=O)C=1C=NN(C1)C N-{(1R)-5-[5-(Methoxyethyl)(1,2,4-oxadiazol-3-yl)]indanyl}(1-methylpyrazol-4-yl)carboxamid